C(C(=C)C)(=O)OCCP(O)=O P-methacryloyloxyethyl-phosphinic acid